FC(C(=O)O)(F)F.C1(=CC=CC=C1)C1CC=NN1C(=O)C=1C=NC=CC1 (5-phenyl-4,5-dihydro-1H-pyrazol-1-yl)(pyridin-3-yl)methanone trifluoroacetate